3-((2-((4-(3-aminopropoxy)phenyl)amino)-5-methylpyrimidin-4-yl)amino)-N-(tert-butyl)benzenesulfonamide 2,2,2-trifluoroacetic acid salt FC(C(=O)O)(F)F.NCCCOC1=CC=C(C=C1)NC1=NC=C(C(=N1)NC=1C=C(C=CC1)S(=O)(=O)NC(C)(C)C)C